C1(CC1)C=1C=C(C(=O)NC(C)C2=NC=CN=C2C2=NC=C(C=N2)C2CC2)C=C(C1)C(F)(F)F 3-cyclopropyl-N-[1-[3-(5-cyclopropylpyrimidin-2-yl)pyrazin-2-yl]ethyl]-5-(trifluoromethyl)benzamide